ethyl (2-cyano-2-(2-(3,5-dichloro-4-((1-oxo-1,2-dihydroisoquinolin-6-yl)oxy)phenyl)hydrazono)acetyl)carbamate C(#N)C(C(=O)NC(OCC)=O)=NNC1=CC(=C(C(=C1)Cl)OC=1C=C2C=CNC(C2=CC1)=O)Cl